ClC=1C=C(C=C(C1)Cl)NC(=O)C1(OCC1)C(=O)OCC ethyl 2-[(3,5-dichlorophenyl)carbamoyl]oxetane-2-carboxylate